CN1CCC(CC1)NC1=CC=C(C(=O)NC2=CC(=NN2)C2=CC(=CS2)C(=O)N)C=C1 5-(5-(4-((1-methylpiperidin-4-yl)amino)benzoylamino)-1H-pyrazol-3-yl)thiophene-3-carboxamide